N-(1-METHYL-1H-INDAZOL-7-YL)-6-(4,5,6,7-TETRAHYDROPYRAZOLO[1,5-A]PYRIDIN-3-YL)PYRIDINE-3-SULFONAMIDE CN1N=CC2=CC=CC(=C12)NS(=O)(=O)C=1C=NC(=CC1)C=1C=NN2C1CCCC2